2-fluoro-8-methyl-3-piperazin-1-yl-5-ethyl-5H-indolo[3,2-c][1,8]naphthyridine FC=1C=C2C=3C(=CN(C2=NC1N1CCNCC1)CC)C1=CC(=CC=C1N3)C